N1N=NN=C1C1=C(C=CC=C1)C1=CC(=CC(=N1)N(CC(C)C)CC1=CC=CC=C1)NC1=NC(=CN=C1)C 6-(2-(1H-tetrazol-5-yl)phenyl)-N2-benzyl-N2-isobutyl-N4-(6-methylpyrazin-2-yl)pyridine-2,4-diamine